C(C1=CC=CC=C1)N(C1=CC(=CC=C1)Br)C N-benzyl-3-bromo-N-methyl-aniline